n-decaanethiol C(CCCCCCCCC)S